FC1(CCC2(CN(C2=O)[C@H](C(=O)N)[C@@H](C)O)CC1)F (2S,3R)-2-(7,7-difluoro-1-oxo-2-azaspiro[3.5]nonan-2-yl)-3-hydroxybutyramide